5'-(2-(((1r,4r)-4-aminocyclohexyl)amino)-1-phenylethyl)-6-fluoro-5-(2-methoxyethoxy)-2'-(trifluoromethyl)-[1,1'-biphenyl]-2-carboxamide NC1CCC(CC1)NCC(C1=CC=CC=C1)C=1C=CC(=C(C1)C=1C(=CC=C(C1F)OCCOC)C(=O)N)C(F)(F)F